2-(4-amino-3-nitrophenyl)-2,7-diazaspiro[3.5]nonane-7-carboxylate NC1=C(C=C(C=C1)N1CC2(C1)CCN(CC2)C(=O)[O-])[N+](=O)[O-]